FC1=C(C=CC=C1)C=1C2=C(N=C(N1)N1CC3(CN(C3)C(=O)OC(C)(C)C)CC1)N(CCC2)C(CC(=O)NC)CC(C)C tert-butyl 6-(4-(2-fluorophenyl)-8-(5-methyl-1-(methylamino)-1-oxohexan-3-yl)-5,6,7,8-tetrahydropyrido[2,3-d]pyrimidin-2-yl)-2,6-diazaspiro[3.4]octane-2-carboxylate